1-(4-(Tert-butyl)phenyl)-3-(4-methoxyphenyl)propane-1,3-dione C(C)(C)(C)C1=CC=C(C=C1)C(CC(=O)C1=CC=C(C=C1)OC)=O